C(#N)CCN1CC(C(CC1)NCC1=CC=C(C=C1)C)C#N 1-(2-cyanoethyl)-4-(4-methylbenzyl)amino-tetrahydropyridine-3-carbonitrile